lithium methyl-anthracenesulfonic acid CC1=C(C2=CC3=CC=CC=C3C=C2C=C1)S(=O)(=O)O.[Li]